ClC1=C(C=CC(=C1C1=CC=CC=C1)NC1=C(C(=O)O)C=CC=C1)NC 2-((6-chloro-5-(methylamino)-[1,1'-biphenyl]-2-yl)amino)benzoic acid